2-(4-chlorophenyl)-5-(ethylsulfanyl)-1-methyl-1H-imidazole-4-carboxylic acid ClC1=CC=C(C=C1)C=1N(C(=C(N1)C(=O)O)SCC)C